(S)-(4-(4-methylpyrazolo[1,5-a]pyridin-2-yl)-6,7-dihydro-1H-imidazo[4,5-c]pyridin-5(4H)-yl)(5-(1-(trifluoromethyl)-1H-pyrazol-3-yl)-1,3,4-oxadiazol-2-yl)methanone CC=1C=2N(C=CC1)N=C(C2)[C@H]2N(CCC1=C2N=CN1)C(=O)C=1OC(=NN1)C1=NN(C=C1)C(F)(F)F